1-(4-{4-[2-(pyridin-2-yl)acetamido]-1H-1,2,3-triazol-1-yl}butyl)-N-(pyridin-3-ylmethyl)-1H-1,2,3-triazole-4-carboxamide N1=C(C=CC=C1)CC(=O)NC=1N=NN(C1)CCCCN1N=NC(=C1)C(=O)NCC=1C=NC=CC1